BrC1=CC=C(C(=N1)C=O)N1CC2N(CC1)C(N(C2)C2=C(C=C(C=C2)Cl)C(F)(F)F)=O 6-Bromo-3-(2-(4-chloro-2-(trifluoromethyl)phenyl)-3-oxohexahydroimidazo[1,5-a]pyrazine-7(1H)-yl)picolinaldehyde